FC1=C(C(=O)NC)C=CC(=C1)C1=C(C2=C(CCC1)C=C(C=C2)O)C2=CC=C(C=C2)O[C@@H]2CN(CC2)CCCF 2-fluoro-4-[5-[4-[(3S)-1-(3-fluoropropyl)pyrrolidin-3-yl]oxyphenyl]-2-hydroxy-8,9-dihydro-7H-benzo[7]annulen-6-yl]-N-methyl-benzamide